5,8,11-Trioxa-2-azatetradecane-14-oic acid ethyl ester C(C)OC(CCOCCOCCOCCNC)=O